CCCCCCCCCCCCCCCCCC=CC1=CC(=CC(=C1)O)O 5-nonadecenylresorcinol